C(C)(C)(C)OC(=O)N1C=C(C2=CC=CC=C12)I.OC1=CC=C(C=C1C=O)C1=CC(=CC(=C1)C1=CC=C(C(=C1)C=O)O)C1=CC=C(C(=C1)C=O)O 1,3,5-tris(4'-hydroxy-5'-formylphenyl)benzene tert-butyl-3-iodoindole-1-carboxylate